C(C)(C)(C)OC(=O)N1CCC2(CC1)COC1=C2C=CC(=C1)NC1C(NC(CC1)=O)=O 6-((2,6-dioxopiperidin-3-yl)amino)-2H-spiro[benzofuran-3,4'-piperidine]-1'-carboxylic acid tert-butyl ester